CC=1NC2=C(C=CC(=C2C1C)C1=C(C(=CC=C1)NS(=O)(=O)C=CC)C)C(=O)N 2,3-dimethyl-4-(2-methyl-3-(N-methylvinylsulfonylamino)phenyl)-1H-indole-7-carboxamide